4-methyl-2,6-di(propan-2-yl)benzene-1,3-diamin CC1=C(C(=C(C(=C1)C(C)C)N)C(C)C)N